CC1=C(N=C(N1)C)CCCC methylbutyl-methylimidazole